4,4'-thiobis(2-chlorobenzene) S(C1=CC(=CC=C1)Cl)C1=CC(=CC=C1)Cl